2-methyl-5-[(3S)-3-[[7-(5-methyl-1,2,4-oxadiazol-3-yl)-1-isoquinolinyl]amino]pyrrolidine-1-carbonyl]pyrazole-3-carboxylic acid CN1N=C(C=C1C(=O)O)C(=O)N1C[C@H](CC1)NC1=NC=CC2=CC=C(C=C12)C1=NOC(=N1)C